1-((4AR,6R,7aS)-2-(benzo[d][1,3]dioxol-5-ylmethoxy)-2-oxotetrahydro-4H-furo[3,2-d][1,3,2]dioxaphosphorin-6-yl)-5-fluoropyrimidine-2,4(1H,3H)-dione O1COC2=C1C=CC(=C2)COP2(OC[C@@H]1[C@@H](O2)C[C@@H](O1)N1C(NC(C(=C1)F)=O)=O)=O